tert-butyl (5-((5-bromo-2-((6-(dimethylamino)pyridazin-3-yl)carbamoyl)phenyl)amino)pentyl)carbamate BrC=1C=CC(=C(C1)NCCCCCNC(OC(C)(C)C)=O)C(NC=1N=NC(=CC1)N(C)C)=O